N-(6-(6-cyclopropyl-7-methoxyimidazo[1,2-a]pyridin-3-yl)pyridin-2-yl)-5-azaspiro[2.4]heptan-7-amine C1(CC1)C=1C(=CC=2N(C1)C(=CN2)C2=CC=CC(=N2)NC2CNCC21CC1)OC